[Ce].[Cu].[Fe] iron-copper-cerium